C[C@@]12CC[C@@H](C1(C)C)/C(=N/O)/C2=O anti-(1R)-(+)-camphorquinone 3-oxime